Trans-N-(3-(1-cyclopropyl-1H-pyrazol-4-yl)phenyl)-N-((trans-4-(3-fluoro-1-methyl-1H-indazol-5-yl)cyclohexyl)methyl)-4-hydroxycyclohexanecarboxamide C1(CC1)N1N=CC(=C1)C=1C=C(C=CC1)N(C(=O)[C@@H]1CC[C@H](CC1)O)C[C@@H]1CC[C@H](CC1)C=1C=C2C(=NN(C2=CC1)C)F